pyrazolo[1,5-a]pyridin-6-ylmethanol N1=CC=C2N1C=C(C=C2)CO